2-methoxy-4-(1,4,5-trimethyl-6-oxo-1,6-dihydropyridin-3-yl)benzaldehyde COC1=C(C=O)C=CC(=C1)C1=CN(C(C(=C1C)C)=O)C